O1CCC2=C1C=CC(=C2)OC=2C=C1CCC(NC1=CC2)=O 6-((2,3-dihydrobenzofuran-5-yl)oxy)-3,4-dihydroquinolin-2(1H)-one